Pyridinium trifluoromethanesulfonate FC(S(=O)(=O)[O-])(F)F.[NH+]1=CC=CC=C1